ClC=1C=C2C(NC(=NC2=CC1)C=1C=C(C=CC1O)CC(=O)O)=O 2-(3-(6-chloro-4-oxo-3,4-dihydroquinazolin-2-yl)-4-hydroxyphenyl)acetic acid